ethyl 8-(trifluoromethyl)-4,5-dihydro-1H-furo[2,3-g]indazole-7-carboxylate FC(C1=C(OC=2CCC=3C=NNC3C21)C(=O)OCC)(F)F